2,7-di(tert-butyl)-5,10-dihydrophenazine C(C)(C)(C)C1=CC=2NC3=CC=C(C=C3NC2C=C1)C(C)(C)C